ClC1=C(C=CC(=C1)C(C1=CC=CC=C1)=O)SC1=CC=C(C=C1)[S+](C1=C(C=CC=C1)F)C1=C(C=CC=C1)F 4-(2-chloro-4-benzoyl-phenylthio)phenyldi(fluorophenyl)sulfonium